NC1=C(C=C(C=C1C(=O)N)I)C1=C(C(=CC=C1C)OC)C 2-amino-5-iodo-3'-methoxy-2',6'-dimethyl-[1,1'-biphenyl]-3-carboxamide